C(C)(C)(C)OC(=O)N1C2CC(C(C1)C2)NCC2=CC=CC=C2 5-(benzylamino)-2-azabicyclo[2.2.1]heptane-2-carboxylic acid tert-butyl ester